C(#N)C=1C=C(C(N(C1C)C1=CC(=CC=C1)C(F)(F)F)=O)C(=O)NCC1=CC=C(C=C1)S(=O)(=O)C 5-cyano-6-methyl-N-[4-(methylsulfonyl)benzyl]-2-oxo-1-[3-(trifluoromethyl)phenyl]-1,2-dihydropyridine-3-carboxamide